CS(=O)(CC=1N=C2N(C=C(C=C2)C2=NOC(=N2)C(F)(F)F)C1)=NC methyl(methylimino)((6-(5-(trifluoromethyl)-1,2,4-oxadiazol-3-yl)imidazo[1,2-a]pyridin-2-yl)methyl)-λ6-sulfanone